(3-amino-1-hydroxypropane-1,1-diyl)diphosphonic acid NCCC(O)(P(O)(O)=O)P(O)(O)=O